The molecule is a member of the class of resolvins that consists of docosa-4Z,9E,11E,13Z,15E,19Z-hexaenoic acid carrying three hydroxy substituents at positions 7, 8, and 17 (the 7S,8R,17S-stereoisomer). It has a role as an anti-inflammatory agent, an antiviral agent, an analgesic, a TGFbeta receptor antagonist, a nephroprotective agent, an anti-allergic agent and a human xenobiotic metabolite. It is a resolvin, a secondary allylic alcohol and a hydroxy polyunsaturated fatty acid. CC/C=C\\C[C@H](/C=C/C=C\\C=C\\C=C\\[C@H]([C@H](C/C=C\\CCC(=O)O)O)O)O